5H,6H,7H-pyrrolo[3,2-c]pyridine-4-on N1C=CC=2C(NCCC21)=O